N-(6-(2-hydroxypropan-2-yl)-2-((1r,4r)-4-(piperazin-1-yl)cyclohexyl)-2H-indazol-5-yl)-6-(trifluoromethyl)picolinamide OC(C)(C)C=1C(=CC2=CN(N=C2C1)C1CCC(CC1)N1CCNCC1)NC(C1=NC(=CC=C1)C(F)(F)F)=O